Cl[SH3] chlorosulfuran